C(C=C)(=O)N1CC2(CN(C2)C=2C3=C(N(C(N2)=O)C=2C(=NC=CC2C)C(C)C)N=C(C(=C3)C#N)C3=C(C=CC=C3)OC)C1 4-(6-Acryloyl-2,6-diazaspiro[3.3]heptan-2-yl)-1-(2-isopropyl-4-methylpyridin-3-yl)-7-(2-Methoxyphenyl)-2-oxo-1,2-dihydropyrido[2,3-d]pyrimidine-6-carbonitrile